1,4-bis(dimethylsiloxy)-2-butyne C[SiH](OCC#CCO[SiH](C)C)C